COC(CSC=1N=C(C2=C(N1)C=CS2)NC2=CC=C(C1=CC=CC=C21)C2CC2)=O 2-((4-((4-Cyclopropylnaphthalen-1-yl)amino)thieno[3,2-d]Pyrimidin-2-yl)thio)acetic acid methyl ester